4-[3-[9-[4-[[3-(4-cyano-3-methoxy-phenoxy)-2,2,4,4-tetramethyl-cyclobutyl]carbamoyl]phenyl]-1-oxa-4,9-diazaspiro[5.5]undecan-4-yl]cyclobutoxy]-2-methoxy-benzoic acid C(#N)C1=C(C=C(OC2C(C(C2(C)C)NC(=O)C2=CC=C(C=C2)N2CCC3(CN(CCO3)C3CC(C3)OC3=CC(=C(C(=O)O)C=C3)OC)CC2)(C)C)C=C1)OC